(4-((4-(2-(4-chlorophenyl)-1-methoxy-1-oxopropan-2-yl)oxazol-2-yl)carbamoyl)-3,5-difluorophenyl)piperazine-1-carboxylic acid tert-butyl ester C(C)(C)(C)OC(=O)N1C(CNCC1)C1=CC(=C(C(=C1)F)C(NC=1OC=C(N1)C(C(=O)OC)(C)C1=CC=C(C=C1)Cl)=O)F